FC(S(=O)(=O)OC1=C(C=C(C=C1)C1=NC(=CC=C1NC(C)C=1C=C(C=C2C(C(=C(OC12)N1CCOCC1)C)=O)C)F)C=O)(F)F 4-(3-((1-(3,6-dimethyl-2-morpholino-4-oxo-4H-chromen-8-yl)ethyl) amino)-6-fluoropyridin-2-yl)-2-formylphenyl trifluoromethanesulfonate